C(CC)N1C[C@@H](C=C2C3=C4C(C[C@@H]12)=CNC4=CC=C3)C(=O)N3CCCC3 ((6aR,9R)-7-propyl-4,6,6a,7,8,9-hexahydroindolo[4,3-fg]quinolin-9-yl)(pyrrolidin-1-yl)methanone